BrC=1C=NC(=C(C(=O)N(C(C)C2OCCC2)C2CC2)C1)Cl 5-bromo-2-chloro-N-cyclopropyl-N-(1-(tetrahydrofuran-2-yl)ethyl)nicotinamide